CC(CC1=NN=CN1C)(C)C=1C=C(C=CC1)NC(=O)C=1C(N(C=C(C1)CN1C[C@@H](CCC1)C)CC(F)(F)F)=O (R)-N-(3-(2-methyl-1-(4-methyl-4H-1,2,4-triazol-3-yl)propan-2-yl)phenyl)-5-((3-methylpiperidin-1-yl)methyl)-2-oxo-1-(2,2,2-trifluoroethyl)-1,2-dihydropyridine-3-carboxamide